4-amino-7-fluoro-8-(2-fluoropyridin-3-yl)-3-(propylcarbamoyl)cinnoline 2-oxide NC1=C([N+](=NC2=C(C(=CC=C12)F)C=1C(=NC=CC1)F)[O-])C(NCCC)=O